chloro-N-(4'-(cyclopropylsulfonyl)-[1,1'-biphenyl]-3-yl)-N-methyl-[1,2,4]triazolo[4,3-a]quinazolin-5-amine ClC1=NN=C2N1C1=CC=CC=C1C(=N2)N(C)C=2C=C(C=CC2)C2=CC=C(C=C2)S(=O)(=O)C2CC2